tert-butyl ([1,1'-biphenyl]-4-ylmethyl)(5-chloro-3-isopropylpyrazolo[1,5-a]pyrimidin-7-yl)carbamate C1(=CC=C(C=C1)CN(C(OC(C)(C)C)=O)C1=CC(=NC=2N1N=CC2C(C)C)Cl)C2=CC=CC=C2